1-((1S)-1-(4-(3-Azabicyclo[3.1.0]hexan-3-yl)phenyl)ethyl)-4-(propane-1-yn-1-yl)-1H-Indazole C12CN(CC2C1)C1=CC=C(C=C1)[C@H](C)N1N=CC2=C(C=CC=C12)C#CC